FC1=CC=C(C=C1)[C@@H]1N(CCC2=CC=CC=C12)C(=O)[C@@H]1OC[C@H]([C@@H](C1)NC(OC(C)(C)C)=O)OC tert-butyl ((2R,4R,5S)-2-((S)-1-(4-fluorophenyl)-1,2,3,4-tetrahydroisoquinoline-2-carbonyl)-5-methoxytetrahydro-2H-pyran-4-yl)carbamate